ClC=1C=C2C(=C3C1NC(NC31CCCCC1)=O)OC(=N2)CNCC2N(CCCC2)C(=O)OC(C)(C)C tert-butyl 2-{[({5-chloro-7-oxo-7,8-dihydro-6H-spiro[[1,3]oxazolo[5,4-f]quinazoline-9,1'-cyclohexan]-2-yl}methyl)amino]methyl}piperidine-1-carboxylate